4-[(9-cyclopentyl-7,7-difluoro-5-methyl-6-oxo-8H-pyrimido[4,5-b][1,4]diazepin-2-yl)amino]-2-fluoro-5-methoxy-N-(1-methylpiperidin-4-yl)benzamide C1(CCCC1)N1C2=C(N(C(C(C1)(F)F)=O)C)C=NC(=N2)NC2=CC(=C(C(=O)NC1CCN(CC1)C)C=C2OC)F